Br.BrCC(=O)C=1C=NC=CC1 3-(bromoacetyl)pyridine hydrogen bromide salt